(R)-N-(4-([1,2,4]triazolo[1,5-a]pyridin-7-yloxy)-3-methylphenyl)-8-methyl-6,6a,7,8,9,10-hexahydropyrazino[1',2':4,5][1,4]oxazino[2,3-f]quinazolin-4-amine N=1C=NN2C1C=C(C=C2)OC2=C(C=C(C=C2)NC2=NC=NC1=CC=C3C(=C21)OC[C@@H]2N3CCN(C2)C)C